BrC1=CC=C(C=C1)N1N=NC(=C1I)I 1-(p-bromophenyl)-4,5-diiodo-1,2,3-triazole